ClCCOC(N(C1=NN2C(C(N=C(C3=C2C=CC(=C3Cl)C(F)(F)F)C3=NC=CC=C3F)C)=N1)C(=O)OCCCl)=O N-(2-chloroethoxycarbonyl)-N-[7-chloro-6-(3-fluoro-2-pyridinyl)-4-methyl-8-(trifluoromethyl)-4H-[1,2,4]triazolo[1,5-a][1,4]benzodiazepine-2-Yl]carbamic acid 2-chloroethyl ester